ClC1=C(C=CC(=C1)F)S(=O)(=O)C1CC2(CNC2)C1 6-(2-chloro-4-fluoro-phenyl)sulfonyl-2-azaspiro[3.3]heptane